O[C@H](CNC(OC(C)(C)C)=O)C (S)-tert-butyl (2-hydroxypropyl)carbamate